C(C)(C)(C)OC(=O)N1C[C@H]([C@@H](C1)C1=CC=CC=C1)C(NC=1N=CC2=CC=CC=C2C1)=O |r| (±)-trans-4-phenyl-3-(isoquinolin-3-ylcarbamoyl)pyrrolidine-1-carboxylic acid tert-butyl ester